5-(1-cyano-1-methyl-ethoxy)-3-ethylsulfanyl-N,N-dimethyl-pyridine-2-carboxamide C(#N)C(C)(OC=1C=C(C(=NC1)C(=O)N(C)C)SCC)C